p-(2-hydroxyethyl)styrene OCCC1=CC=C(C=C)C=C1